C(C)OC(=C)C1=C(C(=NC=C1)N1C(CCC1)=O)F 1-(4-(1-ethoxyvinyl)-3-fluoropyridin-2-yl)pyrrolidin-2-one